C1(CC1)C1=C(C(=NO1)C1=C(C=CC=C1)OC(F)(F)F)COC1CC2CCC(C1)N2C=2SC1=C(N2)C(=CC=C1)F.[Na] sodium 2-(3-((5-cyclopropyl-3-(2-(trifluoromethoxy)phenyl)isoxazol-4-yl)methoxy)-8-azabicyclo[3.2.1]octan-8-yl)-4-fluorobenzo[d]thiazole